(2R,5'S)-5-Cyclopropyl-5'-methyl-3H-spiro[furo[2,3-c]pyridine-2,3'-pyrrolidine] C1(CC1)C=1C=C2C(=CN1)O[C@]1(CN[C@H](C1)C)C2